COC(C1=C(C=CC(=C1)C(F)(F)F)N)=O methyl-2-amino-5-(trifluorometh-yl)benzoate